SCC[SiH2]C(OC)OC (2-mercaptoethyl)dimethoxymethylsilane